COC1=C(C=CC=C1)C1=NOC(=N1)C1=CC=C2NCC(NC2=C1)=O 7-[3-(2-methoxyphenyl)-1,2,4-oxadiazol-5-yl]-1,2,3,4-tetrahydroquinoxalin-2-one